arachidyl palmitoleate C(CCCCCCC\C=C/CCCCCC)(=O)OCCCCCCCCCCCCCCCCCCCC